4-bromo-N-((4-(5-(1,1-difluoroethyl)-1,2,4-oxadiazol-3-yl)bicyclo[2.2.2]octan-1-yl)methyl)pyridin-2-amine BrC1=CC(=NC=C1)NCC12CCC(CC1)(CC2)C2=NOC(=N2)C(C)(F)F